ClCC=1C(=NC=CC1OC)CC 3-(Chloromethyl)-2-ethyl-4-methoxypyridine